C1=CC2=C3C(=C1)C(=O)N(C(=O)C3=CC(=C2N)S(=O)(=O)[O-])C4=CC(=C(C=C4)[O-])C(=O)O The molecule is an organosulfonate oxoanion obtained by deprotonation of the sulfo and carboxy groups of Chrome fast yellow 8GL (acid form). It is an organosulfonate oxoanion and a monohydroxybenzoate. It is a conjugate base of a Chrome fast yellow 8GL (acid form).